Ethyl (3S)-3-(4,4'-difluoro-2',6'-dimethyl-5-(trifluoromethyl)-[1,1'-biphenyl]-3-yl)-3-(2-(5-(2-(dimethylamino)ethyl)-3-methyl-2-oxopyridin-1(2H)-yl)-4-methylpentanamido)propanoate FC1=C(C=C(C=C1C(F)(F)F)C1=C(C=C(C=C1C)F)C)[C@H](CC(=O)OCC)NC(C(CC(C)C)N1C(C(=CC(=C1)CCN(C)C)C)=O)=O